tert-Butyl 7-((6-((3,4-dihydroisoquinolin-2(1H)-yl)methyl)-4-oxo-4H-pyran-3-yl)oxy)-5-oxa-2-azaspiro[3.4]octane-2-carboxylate C1N(CCC2=CC=CC=C12)CC1=CC(C(=CO1)OC1COC2(CN(C2)C(=O)OC(C)(C)C)C1)=O